tert-butyl (3S)-3-[4-(3-chloro-4-ethoxy-2-fluoro-anilino)pyrido[3,2-d]pyrimidin-6-yl]oxypyrrolidine-1-carboxylate ClC=1C(=C(NC=2C3=C(N=CN2)C=CC(=N3)O[C@@H]3CN(CC3)C(=O)OC(C)(C)C)C=CC1OCC)F